(E)-7-(5-bromopentyl)-8-(3,4-dimethoxystyryl)-1,3-diethyl-1H-purine-2,6(3H,7H)-dione BrCCCCCN1C(=NC=2N(C(N(C(C12)=O)CC)=O)CC)\C=C\C1=CC(=C(C=C1)OC)OC